ClC1=NC=CC(=N1)C=1C=CC2=C(CCCCC2NC(=O)N2CC(CC2)C(C)C)C1 N-(2-(2-chloropyrimidin-4-yl)-6,7,8,9-tetrahydro-5H-benzo[7]annulen-5-yl)-3-isopropylpyrrolidine-1-carboxamide